1-(2-(isoxazol-3-ylamino)-2-oxoethyl)-1-(2-((2-(methoxycarbonyl)-4-methylthiophen-3-yl)amino)-2-oxoethyl)piperazin-1-ium chloride hydrochloride Cl.[Cl-].O1N=C(C=C1)NC(C[N+]1(CCNCC1)CC(=O)NC1=C(SC=C1C)C(=O)OC)=O